crotylboronic acid pinacol ester C(C=CC)B1OC(C)(C)C(C)(C)O1